3-fluoro-4-(2-(5-methyl-1,3,4-oxadiazol-2-yl)-6,9-dioxo-5-(4-(trifluoromethyl)benzyl)-5,8-diazaspiro[3.5]nonan-8-yl)benzonitrile FC=1C=C(C#N)C=CC1N1CC(N(C2(CC(C2)C=2OC(=NN2)C)C1=O)CC1=CC=C(C=C1)C(F)(F)F)=O